4-benzyl-N-(1H-indol-6-ylsulfamoyl)-2,3-dihydro-1,4-benzoxazin-6-amine C(C1=CC=CC=C1)N1CCOC2=C1C=C(C=C2)NS(NC2=CC=C1C=CNC1=C2)(=O)=O